5-amino-8-(2,6-dimethyl-4-pyridinyl)-2-[(5-fluoro-2-pyridinyl)methyl]-7-phenyl-[1,2,4]triazolo[4,3-c]pyrimidin-3-one NC1=NC(=C(C=2N1C(N(N2)CC2=NC=C(C=C2)F)=O)C2=CC(=NC(=C2)C)C)C2=CC=CC=C2